N1-(2-(2-((2-(2,6-dioxopiperidin-3-yl)-1,3-dioxoisoindolin-4-yl)amino)ethoxy)ethyl)-N4-(2-(((S)-2-methylpyrrolidin-1-yl)methyl)-1H-benzo[d]imidazol-5-yl)terephthalamide O=C1NC(CCC1N1C(C2=CC=CC(=C2C1=O)NCCOCCNC(C1=CC=C(C(=O)NC2=CC3=C(NC(=N3)CN3[C@H](CCC3)C)C=C2)C=C1)=O)=O)=O